N1=CC=C(C=C1)NC(=O)N1CCC(CC1)C(C)(C)S(=O)(=O)C1=C(C=CC=C1)C N-(pyridin-4-yl)-4-(2-(o-tolylsulfonyl)propan-2-yl)piperidine-1-carboxamide